1-(2-(3,8-diazabicyclo[3.2.1]octan-8-yl)-6,7-dihydrothiazolo[5,4-c]pyridin-5(4H)-yl)-2-(2-methoxyphenoxy)ethan-1-one C12CNCC(CC1)N2C=2SC=1CN(CCC1N2)C(COC2=C(C=CC=C2)OC)=O